OC(CC1=NNC(N1)=O)CNC1=C(C=CC=C1)C(C)C 3-[2-hydroxy-3-(2-isopropylphenylamino)propyl]-1H-1,2,4-triazol-5(4H)-one